(1s,4s)-N-(3-Methoxy-4-methylphenyl)-4-(1-oxo-4-vinylisoindolin-2-yl)cyclohexanecarboxamide COC=1C=C(C=CC1C)NC(=O)C1CCC(CC1)N1C(C2=CC=CC(=C2C1)C=C)=O